COC(N(C[C@H]1N(CCC1)C)C1(CC1)C1=CC(=C(C=C1)F)C(F)(F)F)=O Methyl-(S)-(1-(4-fluoro-3-(trifluoro methyl) phenyl)cyclopropyl)-((1-methylpyrrolidin-2-yl)methyl)-Carbamat